N-[(7S)-1-hydroxy-2,3,10-trimethoxy-9-oxo-5,6,7,9-tetrahydrobenzo[a]heptalen-7-yl]acetamide OC1=C(C(=CC2=C1C1=CC=C(C(C=C1[C@H](CC2)NC(C)=O)=O)OC)OC)OC